N-[11-[4-[6-[2-[(6-cyano-4-quinolyl)amino]ethyl]naphthalene-2-carbonyl]piperazin-1-yl]-11-oxo-undecyl]-4-[[2-(2,6-dioxo-3-piperidyl)-1,3-dioxo-isoindolin-5-yl]amino]butanamide C(#N)C=1C=C2C(=CC=NC2=CC1)NCCC=1C=C2C=CC(=CC2=CC1)C(=O)N1CCN(CC1)C(CCCCCCCCCCNC(CCCNC=1C=C2C(N(C(C2=CC1)=O)C1C(NC(CC1)=O)=O)=O)=O)=O